CC=CCNC(C=C)=O N-methylallylacrylamide